S1C(CCC1)C(=O)OC methyl tetrahydrothiophen-2-carboxylate